NS(=O)(=O)C=1OC2=C(C1)C=CC=C2 aminosulfonyl-benzofuran